4-((4-methoxybenzyl)amino)-1-(tetrahydro-2H-pyran-2-yl)-1H-pyrazole-3-carboxylic acid ethyl ester C(C)OC(=O)C1=NN(C=C1NCC1=CC=C(C=C1)OC)C1OCCCC1